5-((2-chloropyridin-3-yl)methyl)-1-methyl-1H-pyrazole-3-carbonitrile ClC1=NC=CC=C1CC1=CC(=NN1C)C#N